C(CCC)N1C(N(C(C(C1=O)=C(N)N)=O)C1CCC(CC1)C[C@@]1(NC(NC1=O)=O)C)=O 1-Butyl-5-(diaminomethylene)-3-((1s,4s)-4-((4-methyl-2,5-dioxoimidazolidin-4-yl)methyl)cyclohexyl)pyrimidine-2,4,6(1H,3H,5H)-trione